N=1C=C(N2C1C=CC=C2)C(=O)O imidazo[1,2-A]pyridine-3-carboxylic acid